CC(CCO)O Methyl-1,3-Propandiol